2-(6-bromo-1-oxospiro[3H-isoquinoline-4,1'-cyclopropane]-2-yl)-N-(5-cyclobutylpyrimidin-2-yl)acetamide BrC=1C=C2C(=CC1)C(N(CC21CC1)CC(=O)NC1=NC=C(C=N1)C1CCC1)=O